ClC1=C(C=CC=C1Cl)C1=NNC2=C(N=CC=C21)N2CCC(CC2)(N)C 1-(3-(2,3-dichlorophenyl)-1H-pyrazolo[3,4-c]pyridin-7-yl)-4-methylpiperidin-4-amine